COCCOCCOCCOCCOCCOCCOCCOCCOCCOCCOCC(=O)Cl 2-[2-[2-[2-[2-[2-[2-[2-[2-[2-(2-methoxyethoxy)ethoxy]ethoxy]ethoxy]ethoxy]ethoxy]ethoxy]ethoxy]ethoxy]ethoxy]acetyl chloride